3-amino-4,6-dimercaptopyrimidine NN1CN=C(C=C1S)S